N-(5-(2-hydroxypropan-2-yl)-4-methyl-4'-((4-methyl-6-(methylsulfonyl)pyridin-2-yl)amino)-[2,3'-bipyridin]-6'-yl)acetamide OC(C)(C)C=1C(=CC(=NC1)C=1C=NC(=CC1NC1=NC(=CC(=C1)C)S(=O)(=O)C)NC(C)=O)C